N-(5-(4-fluorophenoxy)pyridin-2-yl)-2-(4-(6-oxo-1,6-dihydropyridine-3-carbonyl)-4,7-diazaspiro[2.5]octan-7-yl)propanamide FC1=CC=C(OC=2C=CC(=NC2)NC(C(C)N2CCN(C3(CC3)C2)C(=O)C2=CNC(C=C2)=O)=O)C=C1